CC=1C=C(CNC2=CN=C3N(C2=O)[C@@H](CC3)C(=O)NCC=3C(=NC=CC3)C)C=C(C1)C (S)-3-((3,5-DIMETHYLBENZYL)AMINO)-N-((2-METHYLPYRIDIN-3-YL)METHYL)-4-OXO-4,6,7,8-TETRAHYDROPYRROLO[1,2-A]PYRIMIDINE-6-CARBOXAMIDE